C(C)O[Si](CCCSSSSCCC[Si](OCC)(OCC)OCC)(OCC)OCC bis-(3-triethoxysilylpropyl)tetrasulfide